C(C)(C)C1=C(C(=CC=C1)C(C)C)N1C(N(CC1)C1=C(C=CC=C1C(C)C)C(C)C)=[Pd-2](CC=CC1=CC=CC=C1)Cl [1,3-bis(2,6-diisopropylphenyl)-4,5-dihydroimidazol-2-ylidene]chloro[3-phenylallyl]palladium (II)